CC1=CC=C(C=N1)N1N=NC(=C1)C(=O)O 1-(6-methylpyridin-3-yl)-1H-1,2,3-triazole-4-carboxylic acid